N1=NN(C2=NC=CC=C21)O 3H-1,2,3-triazolo[4,5-b]pyridine-3-ol